C(C)(C)C1=CC(=NN1)NC1=C(N=C2C(=N1)N(N=C2)CC=2C=NC=CC2)C N-(5-isopropyl-1H-pyrazol-3-yl)-5-methyl-1-(pyridin-3-ylmethyl)-1H-pyrazolo[3,4-b]pyrazin-6-amine